methyl 2-[3-[1-[6-(3-cyclopropyl-1,2,4-triazol-1-yl)-2-azaspiro[3.3]heptane-2-carbonyl]azetidin-3-yl]oxyphenyl]-2-methyl-propanoate C1(CC1)C1=NN(C=N1)C1CC2(CN(C2)C(=O)N2CC(C2)OC=2C=C(C=CC2)C(C(=O)OC)(C)C)C1